4-(6-methoxy-5-(trifluoromethyl)pyridin-3-yl)but-3-enoic acid COC1=C(C=C(C=N1)C=CCC(=O)O)C(F)(F)F